heptadecene-8-ynoic acid C(C=CCCCCC#CCCCCCCCC)(=O)O